ClC=1C=C2C(=NC(=NC2=C(C1C1=CC(=CC2=CC=C(C(=C12)C#C)F)O)F)OCC12CCCN2CCC1)N1CC(C(CCC1)(C)C)N(C(C=C)=O)C N-(1-(6-chloro-7-(8-ethynyl-7-fluoro-3-hydroxynaphthalen-1-yl)-8-fluoro-2-((tetrahydro-1H-pyrrolizin-7a(5H)-yl)methoxy)quinazolin-4-yl)-4,4-dimethylazepan-3-yl)-N-methylacrylamide